F[C@]1(CN(CC[C@H]1O)C1=NC=CC(=N1)NC=1N=CC2=C(C=NC(=C2C1)C(C)C)N1[C@@H]([C@H](C1)CS(=O)(=O)C)C)C (3S,4R)-3-fluoro-1-[4-({8-[(2R,3S)-3-(methanesulfonylmeth-yl)-2-methylazetidin-1-yl]-5-(propan-2-yl)-2,6-naphthyridin-3-yl}amino)pyrimidin-2-yl]-3-methylpiperidin-4-ol